7-(cyclobutylidenemethyl)-1-(6-fluoro-5-methyl-1-tetrahydropyran-2-yl-indazol-4-yl)pyrrolo[3,2-c]pyridine-3-carbonitrile C1(CCC1)=CC=1C2=C(C=NC1)C(=CN2C2=C1C=NN(C1=CC(=C2C)F)C2OCCCC2)C#N